[Na].C1=C(C=CC=C1O)C meta-cresol sodium